FC=1C=C2C(=NC=NC2=CC1)N1CC=2C=C(C=NC2[C@H](C1)C)C(F)(F)F 6-fluoro-4-[(8S)-8-methyl-3-(trifluoromethyl)-7,8-dihydro-5H-1,6-naphthyridin-6-yl]quinazoline